3-(5-(4-((3-(methoxymethyl)azetidin-1-yl)methyl)-3-(trifluoromethyl)pyridin-2-yl)-1-oxoisoindolin-2-yl)piperidine-2,6-dione COCC1CN(C1)CC1=C(C(=NC=C1)C=1C=C2CN(C(C2=CC1)=O)C1C(NC(CC1)=O)=O)C(F)(F)F